N-(2-bromo-6-fluorophenyl)-4-(2-chloro-4-fluorophenyl)-1,3-dimethyl-1H-pyrazole-5-amine BrC1=C(C(=CC=C1)F)NC1=C(C(=NN1C)C)C1=C(C=C(C=C1)F)Cl